CC1(NCCC2=C(C=CC=C12)Cl)CC=C 1-methyl-1-allyl-5-chloro-1,2,3,4-tetrahydroisoquinoline